tert-butyl 3-(1-(3-fluoro-5-(2-(5-methyl-3-(trifluoromethyl)-1H-pyrazol-1-yl)acetamido)pyridin-2-yl)-1H-imidazol-4-yl)morpholine-4-carboxylate FC=1C(=NC=C(C1)NC(CN1N=C(C=C1C)C(F)(F)F)=O)N1C=NC(=C1)C1N(CCOC1)C(=O)OC(C)(C)C